C1(CC1)C=1C=C2C(C(N(C2=C(C1)F)C1C(N(CC1)C(=O)OC(C)(C)C)=O)=O)(C)C tert-butyl 3-(5-cyclopropyl-7-fluoro-3,3-dimethyl-2-oxoindol-1-yl)-2-oxopyrrolidine-1-carboxylate